(3R)-9-(1-(4-aminophenyl)ethyl)-2-(4-chloro-3-(trifluoromethyl)benzoyl)-3-methyl-1,2,3,4,8,9-hexahydropyrido[4',3':3,4]pyrazolo[1,5-a]pyrazin-10(7H)-one NC1=CC=C(C=C1)C(C)N1C(C=2N(CC1)N=C1C2CN([C@@H](C1)C)C(C1=CC(=C(C=C1)Cl)C(F)(F)F)=O)=O